C[C@@H]1N(CCCC1)C(CC1=CC=C(C=C1)C=1C=NC=CC1)=O (S)-1-(2-methylpiperidin-1-yl)-2-(4-(pyridin-3-yl)phenyl)ethan-1-one